C(C)N1N=C(C2=C1C(NCC1(CCOCC1)C2)=O)CC(COC(=O)C2=CN=C(S2)C)(C)C 2-Methylthiazole-5-carboxylic acid [3-(1-ethyl-8-oxo-spiro[6,7-dihydro-4H-pyrazolo[3,4-c]azepin-5,4'-tetrahydropyran]-3-yl)-2,2-dimethyl-propyl] ester